C1(CC1)NCC1CN(C1)C(=O)C=1C=C(CC2=NNC(C3=CC=CC=C23)=O)C=CC1F 4-[3-(3-[(cyclopropylamino)methyl]azetidine-1-carbonyl)-4-fluorobenzyl]phthalazine-1(2H)-On